Di-n-decyldimethylammonium chloride [Cl-].C(CCCCCCCCC)[N+](C)(C)CCCCCCCCCC